2-[(2S,5R)-2,5-dimethylpiperazin-1-yl]-6-fluoro-1,3-benzoxazole C[C@@H]1N(C[C@H](NC1)C)C=1OC2=C(N1)C=CC(=C2)F